C(#N)C(C)(C)NC(=O)C=1C=2C[C@@H]3[C@H](C2N(N1)C1=C(C=C(C=C1)F)F)C3 (1aR,5aR)-2-(2,4-Difluoro-phenyl)-1a,2,5,5a-tetrahydro-1H-2,3-diaza-cyclopropa[a]pentalene-4-carboxylic acid (cyano-dimethyl-methyl)-amide